O1[C@@H](COCC1)COC=1N2CCC3=C(C2=C(C(C1)=O)C)C=CC(=C3)OCC=3C=NN(C3)C 4-[[(2S)-1,4-dioxan-2-yl]methoxy]-1-methyl-9-[(1-methylpyrazol-4-yl)methoxy]-6,7-dihydrobenzo[a]quinolizin-2-one